FC1([C@H](CN(CC1)C(C(=O)NC1=NC=C(C=C1)OC(C)C)C)C1=CNC(C=C1)=O)F 2-((S)-4,4-difluoro-3-(6-oxo-1,6-dihydropyridin-3-yl)piperidin-1-yl)-N-(5-isopropoxy-pyridin-2-yl)propanamide